9,10-bis(2-ethylhexyloxy)anthracene allyl-(R)-2-(1-(2-ethyl-6-(5-(hydroxymethyl)-1-methyl-1H-1,2,3-triazol-4-yl)pyridin-3-yl)piperidin-3-yl)acetate C(C=C)OC(C[C@@H]1CN(CCC1)C=1C(=NC(=CC1)C=1N=NN(C1CO)C)CC)=O.C(C)C(COC=1C2=CC=CC=C2C(=C2C=CC=CC12)OCC(CCCC)CC)CCCC